The molecule is an organonitrogen heterocyclic antibiotic that is 2,4'-bi-1,3-thiazole substituted by an isopropyl group at position 2' and a 3,5,7-trimethoxy-4-methyl-7-oxohepta-1,5-dien-1-yl group at position 4 (the 2E,4R,5S,6E stereoisomer). It is isolated from the culture broth of myxobacterium, Cystobacter fuscus, and exhibits antifungal and cytotoxic activity. It has a role as an antifungal agent, an antineoplastic agent and a bacterial metabolite. It is an organonitrogen heterocyclic antibiotic, a member of 1,3-thiazoles, an enol ether, an enoate ester, a biaryl and a methyl ester. C[C@H]([C@H](/C=C/C1=CSC(=N1)C2=CSC(=N2)C(C)C)OC)/C(=C\\C(=O)OC)/OC